N(=[N+]=[N-])CCCCOC1=CC=C(C=C1)CCCCC(=O)O 5-(4-(4-azidobutoxy)phenyl)pentanoic acid